CNCC1CN(CC1)C=1N=NC(=CN1)C1=C(C=C(C=C1)C=1C=NNC1)O 2-(3-{3-[(methylamino)methyl]pyrrolidin-1-yl}-1,2,4-triazin-6-yl)-5-(1H-pyrazol-4-yl)phenol